Cl.ClC1=CC=C(CN2C=C(C3=CC(=CC=C23)N)C#N)C=C1 1-(4-chlorobenzyl)-5-amino-1H-indole-3-carbonitrile hydrochloride